ClC1=NC=C2NC(N(C2=N1)CC1=CC=C(C=C1)N1N=C(C=C1OC)C(F)(F)F)=O 2-chloro-9-([4-[5-methoxy-3-(trifluoromethyl)pyrazol-1-yl]phenyl]methyl)-7H-purin-8-one